1-((5-(1-(2,6-dichlorophenyl)azetidin-3-yl)pyridin-2-yl)methyl)-3-methylazetidin-3-ol, formic acid salt C(=O)O.ClC1=C(C(=CC=C1)Cl)N1CC(C1)C=1C=CC(=NC1)CN1CC(C1)(O)C